C(C)(C)(C)C1=CC=C(CNC(=O)C=2C(=NC3=NC=CC=C3C2)C)C=C1 N-(4-tert-butylbenzyl)-2-methyl-1,8-naphthyridine-3-carboxamide